COC(C1=C(N=C(C(=C1)[N+](=O)[O-])C=C(CC)C(=O)OCC)Cl)=O methyl-2-chloro-6-(2-(ethoxycarbonyl)but-1-en-1-yl)-5-nitronicotinate